NC1=CC=C(C=C1)N1C(CN(CC1)C(=O)OC(C)(C)C)=O tert-butyl 4-(4-aminophenyl)-3-oxopiperazine-1-carboxylate